O1COC2C1=CC=C2C(=O)O cyclopenta[d][1,3]dioxole-4-carboxylic acid